N-methyl-1-(3-pyridinesulfonyl)-5-(2-fluorophenyl)-1H-pyrrole-3-methylamine fumarate C(\C=C\C(=O)O)(=O)O.CNCC1=CN(C(=C1)C1=C(C=CC=C1)F)S(=O)(=O)C=1C=NC=CC1